[4-(1,2,4,5-tetrazin-3-yl)phenyl]methanamine hydrochloride Cl.N1=NC(=NN=C1)C1=CC=C(C=C1)CN